(R)-(4-(3-cyclopentyl-6-fluoro-7-methyl-2-oxoindolin-3-yl)phenyl)boronic acid C1(CCCC1)[C@@]1(C(NC2=C(C(=CC=C12)F)C)=O)C1=CC=C(C=C1)B(O)O